FC1=C(C(=CC=C1)F)C(C)O 1-(2,6-difluorophenyl)ethan-1-ol